1-(4-morpholinobenzenyl)butanone O1CCN(CC1)C1=CC=C(C=C1)CC(CC)=O